COC=1C=CC2=C(N=CS2)C1 5-methoxy-(benzothiazol)